Dibenzyl {3-[(tert-butoxycarbonyl)amino]propyl}phosphonate C(C)(C)(C)OC(=O)NCCCP(OCC1=CC=CC=C1)(OCC1=CC=CC=C1)=O